ClC1=NC2=CC=C(C=C2C(=N1)C(CC1CC1)(COC1OCCCC1)C1=NC=CC=C1)C=1C=C(C(N(C1)C)=O)C 5-(2-chloro-4-(1-cyclopropyl-2-(pyridin-2-yl)-3-((tetrahydro-2H-pyran-2-yl)oxy)propan-2-yl)quinazoline-6-yl)-1,3-dimethylpyridin-2(1H)-one